methyl 5-fluoro-2,3-dihydro-1H-indene-2-carboxylate FC=1C=C2CC(CC2=CC1)C(=O)OC